C(#N)C1=CC=C(C=C1)C1(CC1)CNC(C(=O)OCC)C1=CC=CC=C1 ethyl 2-(((1-(4-cyanophenyl) cyclopropyl) methyl) amino)-2-phenylacetate